2,4-dichloro-6-tert-octylaminos-triazine ClC1=NC(=NC(=N1)Cl)NC(C)(C)CC(C)(C)C